(R)-4-amino-6'-(3-hydroxy-3-methylpyrrolidine-1-yl)-4'-methoxyl-6-(5-methylthiazol-2-yl)-[2,2'-bipyridine]-3-carbonitrile NC1=C(C(=NC(=C1)C=1SC(=CN1)C)C1=NC(=CC(=C1)OC)N1C[C@](CC1)(C)O)C#N